CS(=O)(=O)N1CCC2(C[C@H](OC2=O)CCN2CCN(CC2)C2=CC=C(C#N)C=C2)CC1 (S)-4-(4-(2-(8-(methylsulfonyl)-1-oxo-2-oxa-8-azaspiro[4.5]dec-3-yl)ethyl)piperazin-1-yl)benzonitrile